C(C)(=O)O.C1(CCCCC1)NC(C(NCC1(CN(C1)C(=O)C1=C(C(=C(C=C1)F)F)NC1=C(C=C(C=C1)I)F)O)(C)C)=O N-cyclohexyl-N2-{[1-({3,4-difluoro-2-[(2-fluoro-4-iodophenyl)amino]Phenyl}carbonyl)-3-hydroxyazetidin-3-yl]Methyl}-2-methyl-alaninamide acetate